5-bromo-1-methyl-3-(methyldioxy-lambda6-thio)indole BrC=1C=C2C(=CN(C2=CC1)C)[SH4]OOC